FC1=C(C=CC(=C1)F)C=1C2=C(N=C(N1)N1C[C@@H](O[C@@H](C1)C)C1=CC(=NC=C1)OC)N=C(C(=C2)C)C (2S,6R)-4-[4-(2,4-difluorophenyl)-6,7-dimethyl-pyrido[2,3-d]pyrimidin-2-yl]-2-(2-methoxy-4-pyridyl)-6-methyl-morpholine